3-(5-(((2S,5R)-5-isopropyl-3,6-dimethoxy-2,5-dihydropyrazin-2-yl)methyl)imidazo[1,2-a]pyridin-8-yl)-1,6-dimethylpyridin-2(1H)-one C(C)(C)[C@H]1N=C([C@@H](N=C1OC)CC1=CC=C(C=2N1C=CN2)C=2C(N(C(=CC2)C)C)=O)OC